OC1CN(CCC1C1=C(C=C(C=C1)[N+](=O)[O-])OC)C(=O)OCC1=CC=CC=C1 benzyl 3-hydroxy-4-(2-methoxy-4-nitrophenyl)piperidine-1-carboxylate